COC(C1=C(C(=CC(=C1)OC[C@H]1OCCC1)C=1SC(=CN1)C)F)=O (S)-2-fluoro-3-(5-methylthiazol-2-yl)-5-((tetrahydrofuran-2-yl)methoxy)benzoic acid methyl ester